4-PROPYL-1,3-THIAZOLE-2-CARBALDEHYDE C(CC)C=1N=C(SC1)C=O